CC1=NN(C(=C1)C)C1=NC(=CC(=N1)N[C@@H](CC1=CC=C(C=C1)O)C(=O)O)C (2-(3,5-Dimethyl-1H-pyrazol-1-yl)-6-methylpyrimidin-4-yl)tyrosine